C(C)(C)(C)OC(CNC=1C(=NC=C(N1)C)C(C(C(CC)=O)N1CCN(CC1)C(=O)OC(C)(C)C)=O)=O tert-butyl 4-(1-(3-((2-(tert-butoxy)-2-oxoethyl)amino)-5-methylpyrazin-2-yl)-1,3-dioxopentan-2-yl)piperazine-1-carboxylate